3,5-diisopentenylbenzoyl chloride C(CC(=C)C)C=1C=C(C(=O)Cl)C=C(C1)CCC(=C)C